C1(=CC=CC=C1)N1C(C2(C3=CC=CC=C13)C(C2)(C2=CC=CC=C2)C2=CC=CC=C2)=O 1',2,2-Triphenylspiro[cyclopropane-1,3'-indol]-2'-one